OC1=C2C=CC=C(C2=CC(=C1)S(=O)(=O)O)S(=O)(=O)O 5-hydroxynaphthalene-1,7-disulfonic acid